OCCN1CCC(CC1)C(=O)NC=1N=CC2=CC=C(C=C2C1)C1=CN=CS1 1-(2-hydroxyethyl)-N-(6-(thiazol-5-yl)isoquinolin-3-yl)piperidine-4-carboxamide